6-(4-bromo-2-fluorophenylamino)-7-fluoro-3-methyl-3H-benzoimidazole-5-carboxylic acid (2-hydroxyethoxy)-amide OCCONC(=O)C1=CC2=C(N=CN2C)C(=C1NC1=C(C=C(C=C1)Br)F)F